CN(CCOC=1C(=CC2=C(N(C=N2)C2=CC=C(C(=N2)N2N=C(C=C2C)C#N)C(C)O)C1)NC=1N=NC(=CC1)C)C 1-[6-[6-[2-(dimethylamino)ethoxy]-5-[(6-methylpyridazin-3-yl)amino]benzimidazol-1-yl]-3-(1-hydroxyethyl)-2-pyridinyl]-5-methyl-pyrazole-3-carbonitrile